6-NITROCHRYSENE [N+](=O)([O-])C=1C=C2C=3C=CC=CC3C=CC2=C2C=CC=CC12